4-(5-chloro-3-methyl-2-(1H-pyrazol-4-yl)-3H-imidazo[4,5-b]pyridin-7-yl)morpholine ClC1=CC(=C2C(=N1)N(C(=N2)C=2C=NNC2)C)N2CCOCC2